1-(2-(7-chloro-1'-((1s,4s)-4-isopropylcyclohexyl)-3-oxo-1H-spiro[isoquinoline-4,4'-piperidin]-2(3H)-yl)ethyl)guanidine ClC1=CC=C2C(=C1)CN(C(C21CCN(CC1)C1CCC(CC1)C(C)C)=O)CCNC(=N)N